N-(methanesulfonyl)cyclopropane-1-carboxamide CS(=O)(=O)NC(=O)C1CC1